methyl 8-amino-5-bromo-1-naphthoate NC=1C=CC(=C2C=CC=C(C12)C(=O)OC)Br